methyl 4-(benzyl(3-methoxy-3-oxopropyl)amino)-1-(tetrahydro-2H-pyran-2-yl)-1H-pyrazole-5-carboxylate C(C1=CC=CC=C1)N(C=1C=NN(C1C(=O)OC)C1OCCCC1)CCC(=O)OC